ClC1=C2CCCNC2=CC=C1 5-chloro-1,2,3,4-tetrahydroquinoline